(7aS)-2-hydroxy-5-oxotetrahydro-1H-pyrrolizine OC1C[C@@H]2CCC(N2C1)=O